[Si](C)(C)(C(C)(C)C)Cl tert-Butyl-dimethylsilylchloride